1-[3-Fluoro-5-(trifluoromethoxy)-4-pyridyl]-7-methoxy-3-methyl-8-(1,3-dimethylpyrazol-4-yl)-1,3-dihydroimidazo-[4,5-c]quinolin-2-one FC=1C=NC=C(C1N1C(N(C=2C=NC=3C=C(C(=CC3C21)C=2C(=NN(C2)C)C)OC)C)=O)OC(F)(F)F